BrC1=NC=CC(=C1)NC(=O)NC1=CC(=CC(=C1)F)F 1-(2-bromopyridin-4-yl)-3-(3,5-difluorophenyl)urea